ClC=1C=C(C=C(C1CC1=C(C=C(C=C1C)C(NC1=CC=CC=C1)=O)C)Cl)NC(C(=O)O)=O ((3,5-dichloro-4-(2,6-dimethyl-4-(phenylcarbamoyl)benzyl)phenyl)amino)-2-oxoacetic acid